OC1=C(C=C(CP(O)(O)=O)C=C1C(C)(C)C)C(C)(C)C 4-hydroxy-3,5-di-tertbutylbenzylphosphonic acid